(S)-N-((3-(4-(4-(1,1-dioxidothietan-3-yl)piperidin-1-yl)-3-fluorophenyl)-2-oxooxazolidin-5-yl)methyl)cyclopropanecarboxamide O=S1(CC(C1)C1CCN(CC1)C1=C(C=C(C=C1)N1C(O[C@H](C1)CNC(=O)C1CC1)=O)F)=O